1-(N-methyl-pyrrol-2-yl)-3-(o-tolyl)propan-1-one CN1C(=CC=C1)C(CCC1=C(C=CC=C1)C)=O